N-{(R)-4-[(3R,4R,5S)-3-amino-4-hydroxy-5-methylpiperidin-1-yl]-7-hydroxy-6,7-dihydro-5H-cyclopenta[b]pyridin-3-yl}-6-(2,6-difluorophenyl)-5-fluoropyridinecarboxamide fumarate C(\C=C\C(=O)O)(=O)O.N[C@@H]1CN(C[C@@H]([C@H]1O)C)C1=C2C(=NC=C1NC(=O)C1=NC(=C(C=C1)F)C1=C(C=CC=C1F)F)[C@@H](CC2)O